2,2',2'',2'''-(1,2-ethanediyldinitrilo)tetrakis[ethanol] neodecanoate C(CCCCCC(C)(C)C)(=O)OCCN(CCN(CCO)CCO)CCO